methyl 6-(2-chloro-4-methylphenyl)-2-((6-oxohexahydropyrrolo[1,2-a]pyrazin-2(1H)-yl) methyl)-1H-benzo[d]imidazole-4-carboxylate ClC1=C(C=CC(=C1)C)C=1C=C(C2=C(NC(=N2)CN2CC3N(CC2)C(CC3)=O)C1)C(=O)OC